3-[2-(8-chloro-4-oxo-chromen-2-yl)-5-(trifluoromethyl)phenoxypropylamino]cyclobutanecarboxylic acid ClC=1C=CC=C2C(C=C(OC12)C1=C(OCCCNC2CC(C2)C(=O)O)C=C(C=C1)C(F)(F)F)=O